C[C@]12[C@H]3CC[C@@]4(C(=CC[C@H]4[C@@H]3CC=C2C[C@@H](CC1)NC(CCCCCCC(=O)OC)=O)C=1C=NC=CC1)C methyl 8-(((3R,8R,9S,10R,13S,14S)-10,13-dimethyl-17-(pyridin-3-yl)-2,3,4,7,8,9,10,11,12,13,14,15-dodecahydro-1H-cyclopenta[a]phenanthren-3-yl)amino)-8-oxooctanoate